FC=1C=C2C(CC3(NC2=CC1)CCNCC3)=O 6'-fluoro-1'H-spiro[piperidine-4,2'-quinoline]-4'(3'H)-one